(1R,2S)-2-{[(2,4-dimethylpyrimidin-5-yl)oxy]methyl}-2-(3-fluorophenyl)-N-(5-fluoropyridin-2-yl)cyclopropanecarboxamide CC1=NC=C(C(=N1)C)OC[C@@]1([C@@H](C1)C(=O)NC1=NC=C(C=C1)F)C1=CC(=CC=C1)F